Trans-(6-chloropyrimidin-4-yl)(4-(3,4-dihydroisoquinolin-2(1H)-yl)-5-hydroxypiperidin-1-yl)ketone ClC1=CC(=NC=N1)C(=O)N1CC[C@H]([C@@H](C1)O)N1CC2=CC=CC=C2CC1